7-(1-ethylcyclopropyl)-5-iodo-7H-pyrrolo[2,3-d]pyrimidin-4-amine C(C)C1(CC1)N1C=C(C2=C1N=CN=C2N)I